3',4',5'-trifluoro-biphenyl-2-ylamine FC=1C=C(C=C(C1F)F)C1=C(C=CC=C1)N